1,3-bis(tert-butyl)-2,4-dichlorocyclodisilazane C(C)(C)(C)N1[SiH](N([SiH]1Cl)C(C)(C)C)Cl